O=C1NC(CCC1N(C=1C=C(C=CC1)N1CCC(CC1)N(C(OC(C)(C)C)=O)C)C)=O tert-butyl N-[1-[3-[(2,6-dioxo-3-piperidyl)-methyl-amino]phenyl]-4-piperidyl]-N-methyl-carbamate